2-phenyl-5,6,7,8-tetrahydro-10H-oxazolo[5,4-d]pyrido[1,2-a]pyrimidin-10-one C1(=CC=CC=C1)C=1OC=2N=C3N(C(C2N1)=O)CCCC3